CC(C#N)(C)C=1C=NC=CC1 2-Methyl-2-(pyridin-3-yl)propionitrile